ClC=1C=CC(=C(C1)C1=CC(=C(N=N1)CO)NC1=CC(=NC=C1)NC(CCN1CCN(CC1)C)=O)F N-(4-{[6-(5-chloro-2-fluorophenyl)-3-(hydroxymethyl)pyridazin-4-yl]amino}pyridin-2-yl)-3-(4-methylpiperazin-1-yl)propanamide